COC(=O)C=1C=CC=C2C=CN(C12)C([2H])([2H])C1=CC=C(C=C1)C(F)(F)F 1-((4-(trifluoromethyl)phenyl)-methyl-d2)-1H-indole-7-carboxylic acid methyl ester